CC1(N(C(=NC(=N1)N)C1=CC=C(C=C1)Br)C)N dimethyl-6-(4-bromophenyl)-2,4-diamino-1,3,5-triazine